3-[3,5-bis(carbazol-9-yl)phenyl]phenanthro[9,10-b]pyrazine C1=CC=CC=2C3=CC=CC=C3N(C12)C=1C=C(C=C(C1)N1C2=CC=CC=C2C=2C=CC=CC12)C=1N=C2C(=NC1)C1=CC=CC=C1C=1C=CC=CC12